1-(4-(methylthio)phenyl)-1H-indol-5-amine CSC1=CC=C(C=C1)N1C=CC2=CC(=CC=C12)N